C(C)OC(=O)C1=CC=C2C=CN(C(C2=C1)=O)CCNC1=NC=CC2=CC=C(C=C12)C1=NOC(=N1)C 2-{2-[7-(5-methyl-[1,2,4]oxadiazol-3-yl)-isoquinolin-1-ylamino]-ethyl}-1-oxo-1,2-dihydro-isoquinoline-7-carboxylic acid ethyl ester